3-((5-(4-(2-(1-aminopiperidin-4-yl)ethyl)piperazin-1-yl)pyridin-2-yl)amino)piperidine-2,6-dione NN1CCC(CC1)CCN1CCN(CC1)C=1C=CC(=NC1)NC1C(NC(CC1)=O)=O